P(=S)#CCCCCCCCCCCCCCCCCCOC=1C(=C(C=C(CC(C(=O)[O-])(CC(=O)[O-])[C@@]2([C@H]([C@@H](O[C@@H]2CO)N2C(=O)NC(=O)C=C2)OC)O)C1)OCCCCCCCCCCCCCCCCCC)OCCCCCCCCCCCCCCCCCC Thiophosphoryl-2'-O-methyl-uridine-3'-yl-[3,4,5-tris(octadecyloxy) benzyl]Succinate